CS[C@@H](C[C@@H](C)O)C (2R,4R)-4-(methylsulfanyl)pentan-2-ol